(S)-(Z)-3-((3-Ethyl-7-(methylthio)-1,1-dioxido-5-phenyl-3-propyl-2,3,4,5-tetrahydro-1,5-benzothiaazepin-8-yl)oxy)-2-fluoroacrylic acid C(C)[C@]1(CS(C2=C(N(C1)C1=CC=CC=C1)C=C(C(=C2)O\C=C(\C(=O)O)/F)SC)(=O)=O)CCC